2-(4-((2,3-dihydrobenzo[b][1,4]dioxin-5-yl)methyl)-2-(2-isopropylphenyl)piperazin-1-yl)-7-azaspiro[3.5]nonane O1C2=C(OCC1)C(=CC=C2)CN2CC(N(CC2)C2CC1(C2)CCNCC1)C1=C(C=CC=C1)C(C)C